4-chloro-6-(1-(2-oxo-2-(4-(5-(trifluoromethyl)pyrimidin-2-yl)piperazin-1-yl)ethyl)pyrrolidin-2-yl)pyridazin-3(2H)-one ClC=1C(NN=C(C1)C1N(CCC1)CC(N1CCN(CC1)C1=NC=C(C=N1)C(F)(F)F)=O)=O